2-(benzimidazol-1-yl)-acetamide N1(C=NC2=C1C=CC=C2)CC(=O)N